3-cyano-4-(4-methoxy-4-methylpiperidin-1-yl)-N-((1-methylpiperidin-4-yl)methyl)-2-oxo-1,2-dihydro-1,7-naphthyridine-6-carboxamide C(#N)C=1C(NC2=CN=C(C=C2C1N1CCC(CC1)(C)OC)C(=O)NCC1CCN(CC1)C)=O